CN1N=C(C=C1C(=O)O)C=1C=NC=CC1 1-methyl-3-(3-pyridyl)-5-pyrazolecarboxylic acid